C(CCCCCCC\C=C/CCCC)(=O)OCCCCCCCCCCCCCCCCCCC nonadecanol myristoleate